F[P-](F)(F)(F)(F)F.[Na+] sodium hexafluorophosphate salt